(R)-(3-fluoro-3-methylazetidin-1-yl)(5-methyl-6-(3-(2-methylmorpholino)-7,8-dihydro-1,6-naphthyridin-6(5H)-yl)pyridazin-3-yl)methanone FC1(CN(C1)C(=O)C=1N=NC(=C(C1)C)N1CC=2C=C(C=NC2CC1)N1C[C@H](OCC1)C)C